FC=1C(=NC(=NC1)N[C@H]1CNC[C@@H]1F)C1=CN=C2N1N=C(C(=C2)OC)N2CCOCC2 fluoro-N-((3S,4S)-4-fluoropyrrolidin-3-yl)-4-(7-methoxy-6-morpHolinoimidazo[1,2-b]pyridazin-3-yl)pyrimidin-2-amine